2-(5-bromo-2-thienyl)benzofuran-6-carbaldehyde BrC1=CC=C(S1)C=1OC2=C(C1)C=CC(=C2)C=O